[O-]P([O-])(=O)OP(=O)([O-])[O-].[C+4].[Na+] sodium carbon pyrophosphate